BrC=1C=CC=2N(C3=CC=C(C=C3C2C1)Br)C1=CC=C(C=C1)CC 3,6-dibromo-9-(4-ethylphenyl)-9H-carbazole